CN1N=C(C(=C1)C1=C2C(=NC=C1)NC=C2)C=2C=NC=CC2 4-[1-methyl-3-(3-pyridinyl)pyrazol-4-yl]-1H-pyrrolo[2,3-b]pyridine